C(#N)C=1C=C(C=C(C1)C(F)(F)F)NC(=O)C1=CSC=2CN(CCC21)C(=O)C2=CN=C1N2C=CC=C1 N-(3-Cyano-5-(trifluoromethyl)phenyl)-6-(imidazo[1,2-a]pyridin-3-carbonyl)-4,5,6,7-tetrahydrothieno[2,3-c]pyridin-3-carboxamid